ClC1=CC(=NC(=C1)C(=O)N1CC2=CC=CC=C2CC1)NC(OC(C)(C)C)=O tert-butyl (4-chloro-6-(1,2,3,4-tetrahydroisoquinoline-2-carbonyl)pyridin-2-yl)carbamate